FC(C1=NC(=CC(=N1)N1S(CC[C@H]1C(=O)N(C=1C=C(C=CC1)C)C)(=O)=O)C(F)(F)F)(F)F (S)-2-(2,6-bis(trifluoromethyl)pyrimidin-4-yl)-N-methyl-N-(m-tolyl)isothiazolidine-3-carboxamide 1,1-dioxide